2-fluoro-N-[1-pyridin-2-ylethyl]-4-[5-(trifluoromethyl)-1,2,4-oxadiazol-3-yl]aniline FC1=C(NC(C)C2=NC=CC=C2)C=CC(=C1)C1=NOC(=N1)C(F)(F)F